(9H-fluoren-9-yl)methyl (4R)-4-((2-(2-(tert-butoxy)ethoxy)ethoxy)methyl)-1,2,3-oxathiazolidine-3-carboxylate 2-oxide C(C)(C)(C)OCCOCCOC[C@H]1N(S(OC1)=O)C(=O)OCC1C2=CC=CC=C2C=2C=CC=CC12